(2-(4-butoxybenzenesulfonamido)ethyl)benzoic acid C(CCC)OC1=CC=C(C=C1)S(=O)(=O)NCCC1=C(C(=O)O)C=CC=C1